C(C)OC=1C=C(CC2=CC(=C(C(=C2)F)[C@@H]2O[C@@H]([C@H]([C@@H]([C@H]2O)O)O)CO)F)C=CC1OCC (2S,3R,4R,5S,6R)-2-(4-(3,4-diethoxybenzyl)-2,6-difluorophenyl)-6-(hydroxymethyl)tetrahydro-2H-pyran-3,4,5-triol